CC1=CC=C(S1)C(=O)N 5-methyl-thiophene-2-carboxamide